C(C)(=O)OC(C)C(C)C sec-isoamyl acetate